CC1=NN=C(S1)C1=CN=CC(=N1)N1CC2(CN(C2)C(=O)OC(C)(C)C)CC1 tert-butyl 6-(6-(5-methyl-1,3,4-thiadiazol-2-yl)pyrazin-2-yl)-2,6-diazaspiro[3.4]octane-2-carboxylate